BrC=1C=CC(=NC1C)C(=O)NCCOC 5-bromo-N-(2-methoxyethyl)-6-methylpyridinecarboxamide